C1=CC2=NC=CC2=C1 azapentalene